ClC=1C=CC2=C([C@H](C[C@@H](O2)C(=O)NC23CC(C2)(C3)NC(COC3=CC(=C(C=C3)Cl)F)=O)NS(=O)(=O)C)C1 (2R,4S)-6-chloro-N-{3-[2-(4-chloro-3-fluorophenoxy)acetamido]bicyclo[1.1.1]pent-1-yl}-4-[(methanesulfonyl)amino]-3,4-dihydro-2H-1-benzopyran-2-carboxamide